[As](=O)O.C(CO)(=O)O Glycolic Acid Arsanoate